ClC=1C=CC(=C(C1)C1=CC=NC=C1)N1N=NC(=C1)Cl 4-(5-chloro-2-(4-chloro-1H-1,2,3-triazol-1-yl)phenyl)pyridin